C(=O)O.COCCN1C(=NC2=C1C=C(C=C2)C(=O)O)CN2CCC(CC2)C2=CC=CC=1OC(OC12)(C)C1=CC=C(C=C1)OC 1-(2-methoxyethyl)-2-({4-[2-(4-methoxyphenyl)-2-methyl-1,3-benzodioxol-4-yl]piperidin-1-yl}methyl)-1H-benzimidazole-6-carboxylic acid, formate salt